3-(1,3-benzodioxol-5-yl)-N-(2-methylsulfanylethyl)-N-(1H-pyrazol-3-yl)prop-2-enamide O1COC2=C1C=CC(=C2)C=CC(=O)N(C2=NNC=C2)CCSC